NC(CC[C@@H](C1=CC(=CC=C1)NS(=O)(=O)C)NC(=O)N1CC2=CC=CC(=C2CC1)C1=CC=C(C=C1)C(F)(F)F)=O (S)-N-(4-amino-1-(3-(methylsulfonamido)phenyl)-4-oxobutyl)-5-(4-(trifluoromethyl)phenyl)-3,4-dihydroisoquinoline-2(1H)-carboxamide